3-(((S)-3-(4,5-dihydro-1H-benzo[d]azepin-3(2H)-yl)-2-hydroxypropyl)amino)-1-(tetrahydro-2H-pyran-2-yl)-5-(trifluoromethyl)-1H-pyrazolo[4,3-d]pyrimidin-7-ol C1CN(CCC2=C1C=CC=C2)C[C@H](CNC2=NN(C1=C2N=C(N=C1O)C(F)(F)F)C1OCCCC1)O